methyl 4-(((trifluoromethyl)sulfonyl)oxyl)cyclohex-3-ene-1-carboxylate FC(S(=O)(=O)OC1=CCC(CC1)C(=O)OC)(F)F